3-(7-methoxy-1-methyl-benzotriazol-5-yl)prop-2-enoate COC1=CC(=CC2=C1N(N=N2)C)C=CC(=O)[O-]